C1(=CC=CC=C1)C1CCCC=2C=C(SC21)C(=O)O 7-phenyl-4,5,6,7-tetrahydrobenzothiophene-2-carboxylic acid